(S)-4-(6-(9-oxa-2-azaspiro[5.5]undec-2-yl)-1H-pyrrolo[2,3-b]pyridin-3-yl)-N-(piperidin-3-yl)-5-(trifluoromethyl)pyrimidin-2-amine C1N(CCCC12CCOCC2)C2=CC=C1C(=N2)NC=C1C1=NC(=NC=C1C(F)(F)F)N[C@@H]1CNCCC1